Methyl (2-ethyl-2H-indazol-6-yl)carboxylate C(C)N1N=C2C=C(C=CC2=C1)C(=O)OC